1,1-diethylpropylmethacrylate C(C)C(CC)(CC)OC(C(=C)C)=O